1-({3,4-difluoro-2-[(2-fluoro-4-iodophenyl)amino]Phenyl}carbonyl)-N-phenylazetidine-3-carboxamide FC=1C(=C(C=CC1F)C(=O)N1CC(C1)C(=O)NC1=CC=CC=C1)NC1=C(C=C(C=C1)I)F